NC=1N=NC(=CC1C=1C(=NN(C1)C1CCC(CC1)N1CCN(CC1)C1=C2CCN(C2=CC=C1)[C@H]1C(NC(CC1)=O)=O)C)C1=C(C=CC=C1)O (3R)-3-[4-[4-[4-[4-[3-amino-6-(2-hydroxyphenyl)pyridazin-4-yl]-3-methyl-pyrazol-1-yl]cyclohexyl]piperazin-1-yl]indolin-1-yl]piperidine-2,6-dione